2-[4,6-dimethyl-2-(trifluoromethyl)pyrimidin-5-yl]sulfonyl-6-[[(3R)-oxolan-3-yl]methyl]-2,6-diazaspiro[3.3]heptane CC1=NC(=NC(=C1S(=O)(=O)N1CC2(C1)CN(C2)C[C@@H]2COCC2)C)C(F)(F)F